(2S,4R)-N-((R)-2-(4-((3-(1-(2,2-difluoroethyl)-3-(trifluoromethyl)-1H-pyrazol-4-yl)imidazo[1,2-a]pyrazin-8-yl)amino)-2-ethylbenzamido)propyl)-4-hydroxypyrrolidine-2-carboxamide FC(CN1N=C(C(=C1)C1=CN=C2N1C=CN=C2NC2=CC(=C(C(=O)N[C@@H](CNC(=O)[C@H]1NC[C@@H](C1)O)C)C=C2)CC)C(F)(F)F)F